5-chloro-1H-pyrrole-3-carboxylic acid methyl ester COC(=O)C1=CNC(=C1)Cl